CN1C=CC(=C1)NC(=O)C=1N(C=C(C1)NC(=O)C=1N(C=CN1)C)C 1-methyl-4-[1-methyl-4-(1-methylimidazole-2-amido)pyrrole-2-amido]pyrrole